ClC1=CC(=C(N=N1)C)NCC1CN(CCO1)C(=O)OC(C)(C)C tert-butyl 2-((6-chloro-3-methylpyridazin-4-ylamino)methyl)morpholine-4-carboxylate